COC=1C=C2C=CC(=CC2=CC1OC)C(CCC(=O)OC)=O methyl 4-(6,7-dimethoxynaphthalen-2-yl)-4-oxobutanoate